(5R)-5-((1H-1,2,3-triazol-1-yl)methyl)-3-(3,5-difluoro-4-((1R,5S)-3-oxo-3-thia-8-azabicyclo[3.2.1]oct-8-yl)phenyl)oxazolidin-2-one N1(N=NC=C1)C[C@H]1CN(C(O1)=O)C1=CC(=C(C(=C1)F)N1[C@H]2CS(C[C@@H]1CC2)=O)F